C1(CC1)C1=NC=NC(=C1C1=NC=C(C(=N1)NC=1C=CC2=C(CCC(N3C2=NC(=C3)C(F)(F)F)C)C1)C(=O)OC)OC methyl 2-(4-cyclopropyl-6-methoxy-pyrimidin-5-yl)-4-[[5-methyl-2-(trifluoromethyl)-6,7-dihydro-5H-imidazo[2,1-a][2]benzazepin-9-yl]amino]pyrimidine-5-carboxylate